OC(C(=O)N1CC2=C(CCC1)N=C(NC2=O)C2(CC2)C2=CC=CC=C2)C=2C=C(C=CC2)C2=CC(=CC=C2)OC(F)(F)F 6-(2-hydroxy-2-(3'-(trifluoromethoxy)-[1,1'-biphenyl]-3-yl)acetyl)-2-(1-phenylcyclopropyl)-3,5,6,7,8,9-hexahydro-4H-pyrimido[5,4-c]azepin-4-one